OC(CN1CCNCCN(CC1)CC(C)O)C 4,7-bis(2-hydroxypropyl)1,4,7-triazacyclononane